2-chloro-5-(1-methyl-4-(trifluoromethyl)-1H-imidazol-2-yl)pyridine ClC1=NC=C(C=C1)C=1N(C=C(N1)C(F)(F)F)C